Methyl-4-dimethylaminobenzoat COC(C1=CC=C(C=C1)N(C)C)=O